(R)-1-(5-(5-(difluoromethyl)-1,2,4-oxadiazol-3-yl)-2,3-dihydro-1H-inden-1-yl)-3-isopropylurea FC(C1=NC(=NO1)C=1C=C2CC[C@H](C2=CC1)NC(=O)NC(C)C)F